tetrapropylpropane-1,3-diamine C(CC)C(CC(N)(CCC)CCC)(N)CCC